N-diphenylmethyleneammonia C1(=CC=CC=C1)C(=N)C1=CC=CC=C1